4-(4-methoxy-2-methyl-phenyl)benzaldehyde COC1=CC(=C(C=C1)C1=CC=C(C=O)C=C1)C